ClC1=CC=C(C=C1)C=1N=CN(C1C1=CC(=NC=C1)NC(C1=CC=CC=C1)=O)CC(N1CCNCC1)=O N-{4-[4-(4-chlorophenyl)-1-[2-oxo-2-(piperazin-1-yl)ethyl]-1H-imidazol-5-yl]pyridin-2-yl}benzamide